N[C@H](C(=O)NCCC(=O)NCCCC[C@H](N)C(=O)O)CCN(C(CO)=O)[C@H](C(C)(C)C)C=1N(C=C(C1)C1=C(C=CC(=C1)F)F)CC1=CC=CC=C1 N6-(N-{(2S)-2-Amino-4-[{(1R)-1-[1-benzyl-4-(2,5-difluorophenyl)-1H-pyrrol-2-yl]-2,2-dimethylpropyl}(glycoloyl)amino]butanoyl}-beta-alanyl)-L-lysine